3-methyl-5-(N-(2,4-difluorobenzyl)-N-phenethylsulfamoyl)benzofuran-2-carboxylic acid ethyl ester C(C)OC(=O)C=1OC2=C(C1C)C=C(C=C2)S(N(CCC2=CC=CC=C2)CC2=C(C=C(C=C2)F)F)(=O)=O